2-(azidomethyl)-5-chloropyrazine N(=[N+]=[N-])CC1=NC=C(N=C1)Cl